6-(2-methyl-2H-indazol-5-yl)benzo[d]thiazole CN1N=C2C=CC(=CC2=C1)C1=CC2=C(N=CS2)C=C1